FC=1C=C2C(=CNC2=CC1)C1CCN(CC1)CCCN1C(N2C(CC1=O)CCC2)=O 2-{3-[4-(5-Fluoro-1H-indol-3-yl)-piperidin-1-yl]-propyl}-tetrahydro-pyrrolo[1,2-c]pyrimidine-1,3-dione